ethyl-hydroxyethyl-phosphonic acid C(C)C(CP(O)(O)=O)O